[1-[[4-(3,3-difluoro-1-piperidyl)-7-[8-ethynyl-7-fluoro-3-(methoxymethoxy)-1-naphthyl]-8-fluoro-pyrido[4,3-d]pyrimidin-2-yl]oxymethyl]cyclopropyl]methanol FC1(CN(CCC1)C=1C2=C(N=C(N1)OCC1(CC1)CO)C(=C(N=C2)C2=CC(=CC1=CC=C(C(=C21)C#C)F)OCOC)F)F